C(C)OC(=O)C=1C=NN(C1C=1C(=NC(=CC1)NC1CC1)F)C(C)C 5-[6-(cyclopropylamino)-2-fluoropyridin-3-yl]-1-prop-2-ylpyrazole-4-carboxylic acid ethyl ester